The molecule is a C-nitro compound that is nitrobenzene in which one of the meta- hydrogens has been replced by chlorine. It is a C-nitro compound and a member of monochlorobenzenes. C1=CC(=CC(=C1)Cl)[N+](=O)[O-]